N=1C=NN2C1C=CC=C2C=2N=CC(=NC2)C#N 5-{[1,2,4]triazolo[1,5-a]pyridin-5-yl}pyrazine-2-carbonitrile